Methyl 1,3,3-trimethyl-2-oxoindoline-6-carboxylate CN1C(C(C2=CC=C(C=C12)C(=O)OC)(C)C)=O